N[C@H]1CN(CC1)C=1N=CC(=NC1)C(=O)NC=1C=C(C=2N(C1)C=C(N2)C)F (R)-5-(3-Aminopyrrolidin-1-yl)-N-(8-fluoro-2-methylimidazo[1,2-a]pyridin-6-yl)pyrazine-2-carboxamide